CC(CCC)C=1C(CCC1)=O 2-(1-methylbutyl)2-cyclopenten-1-one